Cl.NC=1C=2N(C3=CC(=C(C=C3N1)F)C(=O)Cl)C(=NC2)C 4-amino-7-fluoro-1-methylimidazo[1,5-a]quinoxaline-8-carbonyl chloride hydrochloride